C(C1=CC=CC=C1)OCCCN1N=NC2=C1C=CC(=C2C)/C=C/C(=O)OCC ethyl (2E)-3-{1-[3-(benzyloxy)propyl]-4-methyl-1H-benzotriazol-5-yl}prop-2-enoate